5-chloro-2-(difluoromethoxy)-3-(1-(2,6-difluorophenyl)-5-methyl-1H-1,2,3-triazol-4-yl)pyridine ClC=1C=C(C(=NC1)OC(F)F)C=1N=NN(C1C)C1=C(C=CC=C1F)F